C(C)(=O)N1CCN(CC1)CC1=CC=C2C(NC(=NC2=C1)C1=CC=CC=C1)=O 7-[(4-Acetylpiperazin-1-yl)methyl]-2-phenyl-3,4-dihydroquinazolin-4-one